acetyl-N-(2-chloro-6-nitrophenyl)-2-chloro-4-cyano-phenylethanthioamide C(C)(=O)C(C(NC1=C(C=CC=C1[N+](=O)[O-])Cl)=S)C1=C(C=C(C=C1)C#N)Cl